(6-Bromohexyl)carbamate BrCCCCCCNC([O-])=O